C(C)O[Si](CCCNCCC[Si](OCC)(OCC)OCC)(OCC)OCC bis-{3-(triethoxysilyl)propyl}amine